trans-2-octeneol C(\C=C\CCCCC)O